CN(C)CC1(CCN(CC1)C=1C=CC(=NC1)NC=1C=CC(=C2CNC(C12)=O)C1=CN=C2N1C=CC(=C2)F)O 7-((5-(4-((dimethylamino)-methyl)-4-hydroxypiperidin-1-yl)pyridin-2-yl)amino)-4-(7-fluoroimidazo[1,2-a]pyridin-3-yl)isoindolin-1-one